methyl (((6-hydroxy-3'-methyl-4-(2-methyloctan-2-yl)-[1,1'-biphenyl]-2-yl)oxy)methyl)(phenyl)carbamate OC1=CC(=CC(=C1C1=CC(=CC=C1)C)OCN(C(OC)=O)C1=CC=CC=C1)C(C)(CCCCCC)C